ClC1=C(C=C(C=C1)C1(CC1)C(=O)O)OC 1-(4-chloro-3-methoxyphenyl)cyclopropanecarboxylic acid